(S)-N,N-BIS(4-METHOXYBENZYL)HEPT-6-ENE-3-SULFONAMIDE COC1=CC=C(CN(S(=O)(=O)[C@@H](CC)CCC=C)CC2=CC=C(C=C2)OC)C=C1